C(\C=C\C(=O)O)(=O)O.C(C)N(CCC1=CC(=CC2=CC=CC=C12)O)C 4-(2-(ethyl(methyl)amino)ethyl)naphthalen-2-ol fumarate